tert-Butyl (4-(8-((3-chloro-5-(trifluoromethyl)phenyl)amino)-2-(cyclopentylamino)-9H-purin-9-yl)butan-2-yl)carbamate ClC=1C=C(C=C(C1)C(F)(F)F)NC=1N(C2=NC(=NC=C2N1)NC1CCCC1)CCC(C)NC(OC(C)(C)C)=O